BrC=1C=C2C=CN=C(C2=CC1)O 6-Bromoisoquinolin-1-ol